(E)-L-arginine N[C@@H](CCCN\C(\N)=N\[H])C(=O)O